C1(CCCC1)OC([C@@H](CN1N=CN=C1)O)=O (2R)-2-hydroxy-3-(1H-1,2,4-triazol-1-yl)propanoic acid cyclopentyl ester